3-Methyl-4-oxo-3,4-dihydroquinazoline-8-carbaldehyde CN1C=NC2=C(C=CC=C2C1=O)C=O